CNC(=O)C12CC(C1)(C2)N2C(N1[C@@H](CN(CC1)C(=O)OCCCC)C2)=O butyl (R)-2-(3-(methylcarbamoyl)bicyclo[1.1.1]pentan-1-yl)-3-oxohexahydroimidazo[1,5-a]pyrazine-7(1H)-carboxylate